CC1=NOC(=C1C=1C=C2C(=NC1)C(=CN2[C@@H](C)C2=NC=CC=C2)C2=CC=C(C=C2)C(NCCOCCOCCOCCOCCOCCOCCOCCNC(OC(C)(C)C)=O)=O)C tert-butyl (S)-(1-(4-(6-(3,5-dimethylisoxazol-4-yl)-1-(1-(pyridin-2-yl)ethyl)-1H-pyrrolo[3,2-b]pyridin-3-yl)phenyl)-1-oxo-5,8,11,14,17,20,23-heptaoxa-2-azapentacosan-25-yl)carbamate